4-fluoro-6-((1-methyl-3-oxoisoindolin-2-yl)methyl)benzo[d]oxazol-2(3H)-one FC1=CC(=CC2=C1NC(O2)=O)CN2C(C1=CC=CC=C1C2=O)C